1-cyclopropyl-1-[4-[[(3,4-dimethylpyrimidino[4',5':4,5]thieno[2,3-c]pyridazin-8-yl)amino]methyl]phenyl]ethanol C1(CC1)C(C)(O)C1=CC=C(C=C1)CNC1=NC=NC2=C1SC=1N=NC(=C(C12)C)C